CNC=1N=CC2=C(N1)N=CC=C2 l-2-(methylamino)pyrido[2,3-d]pyrimidin